C(C)[C@H]1NC[C@@H](N(C1)C=1C=2C(N(C(C1)=O)C)=CN(N2)CC#N)C 2-(7-((2S,5R)-5-ethyl-2-methylpiperazin-1-yl)-4-methyl-5-oxo-4,5-dihydro-2H-pyrazolo[4,3-b]pyridin-2-yl)acetonitrile